C(C)(C)(C)OC(=O)NC1=NC=C(C=N1)C=1SC=C(N1)C(=O)NC(C(=O)NC(C(=O)OC)=C)=C methyl 2-(2-(2-(2-((tert-butoxycarbonyl)amino)pyrimidin-5-yl)thiazole-4-carboxamido)acrylamido)acrylate